C(C)(C)(C)C1=C2C=CC=NC2=C(C(=C1)C(NC(=O)C1CC2(C1)CC(C2)NC2=C1C(N(C(C1=CC=C2)=O)C2C(NC(CC2)=O)=O)=O)C=2C=NC=CC2)O N-((5-(tert-butyl)-8-hydroxyquinolin-7-yl)(pyridin-3-yl)-methyl)-6-((2-(2,6-dioxopiperidin-3-yl)-1,3-dioxoisoindolin-4-yl)amino)-spiro[3.3]heptane-2-carboxamide